C1(=CCCCC1)C=1CCCC2=C(C1C1=CC=C(C=C1)N1CCC(CC1)CN1CCN(CC1)C=1C=C3CN(C(C3=CC1)=O)[C@@H]1C(NC(CC1)=O)=O)C=CC(=C2)O (S)-3-(5-(4-((1-(4-(8-(cyclohex-1-en-1-yl)-3-hydroxy-6,7-dihydro-5H-benzo[7]annulen-9-yl)phenyl)piperidin-4-yl)methyl)piperazin-1-yl)-1-oxoisoindolin-2-yl)piperidine-2,6-dione